(±)-N-(2-methoxy-3-(trifluoromethyl)benzyl)-2-methylpropane-2-sulfinamide COC1=C(CN[S@](=O)C(C)(C)C)C=CC=C1C(F)(F)F |r|